(Z)-methyl 2-[5-(4-cyclohexylthiazol-2-yl)-2-methyl-phenoxy]-3-methoxy-prop-2-enoate C1(CCCCC1)C=1N=C(SC1)C=1C=CC(=C(O\C(\C(=O)OC)=C/OC)C1)C